CNC(=O)C1=CSC=2C1=NC(=CC2C(F)(F)F)O[C@@H]2C[C@@H](C2)OC2=NC=CC=C2 n-methyl-5-(cis-3-(pyridin-2-yloxy)cyclobutoxy)-7-(trifluoromethyl)thieno[3,2-b]pyridine-3-carboxamide